2-fluoro-1,3-dimethyl-imidazolium chloride hexafluorophosphate F[P-](F)(F)(F)(F)F.[Cl-].FC=1N(C=C[N+]1C)C.FC=1N(C=C[N+]1C)C